The molecule is a morpholine-based antiemetic, which is or the prevention of acute and delayed nausea and vomiting associated with initial and repeat courses of highly emetogenic cancer chemotherapy. Aprepitant is a selective high-affinity antagonist of human substance P/neurokinin 1 (NK1) receptors. It has a role as an antidepressant, an antiemetic, a peripheral nervous system drug, a neurokinin-1 receptor antagonist and a substance P receptor antagonist. It is a member of triazoles, a member of morpholines, a cyclic acetal and a member of (trifluoromethyl)benzenes. C[C@H](C1=CC(=CC(=C1)C(F)(F)F)C(F)(F)F)O[C@@H]2[C@@H](N(CCO2)CC3=NNC(=O)N3)C4=CC=C(C=C4)F